Benzyl-4-amino-3-chloro-5-fluoro-6-(7-fluoro-1H-indol-6-yl)pyridin-2-carboxylat C(C1=CC=CC=C1)OC(=O)C1=NC(=C(C(=C1Cl)N)F)C1=CC=C2C=CNC2=C1F